[Cl-].CN1CN(C=C1)CC 1-methyl-3-ethylimidazole chloride salt